N1(CCC1)CC=1C=C(C=C(C1)C(F)(F)F)NC(=O)C1=CSC=2CN(CCC21)C(=O)C2=CN=C1N2C=CC=C1 N-(3-(azetidin-1-ylmeth-yl)-5-(trifluoromethyl)-phenyl)-6-(imidazo[1,2-a]-pyridine-3-carbonyl)-4,5,6,7-tetrahydrothieno-[2,3-c]pyridine-3-carboxamide